CC1(C=2C=CC(=NC2C(C(N1)=O)(CC=1N=NN(C1)C[Si](C)(C)C)C)C#N)C 5,5,8-trimethyl-7-oxo-8-({1-[(trimethylsilyl)methyl]-1H-1,2,3-triazol-4-yl}methyl)-5,6,7,8-tetrahydro-1,6-naphthyridine-2-carbonitrile